Cl.ClC1=CC=C2C(=CNC2=C1)CC(=O)N1CC2C(C(C1)C(=O)OCC)CNC2 ethyl 5-(2-(6-chloro-1H-indol-3-yl)acetyl)octahydro-1H-pyrrolo[3,4-c]pyridine-7-carboxylate hydrochloride